erucyl erucate (erucyl erucate) C(CCCCCCCCCCC\C=C/CCCCCCCC)C(C(=O)O)CCCCCCCCCC\C=C/CCCCCCCC.C(CCCCCCCCCCC\C=C/CCCCCCCC)(=O)OCCCCCCCCCCCC\C=C/CCCCCCCC